7-vinylthieno[3,2-d]pyrimidin-4-amine C(=C)C1=CSC2=C1N=CN=C2N